(4-(6-chloro-8-fluoro-7-(2-fluorophenyl)quinazolin-4-yl)piperazin-1-yl)(1-trityl-aziridin-2-yl)methanone ClC=1C=C2C(=NC=NC2=C(C1C1=C(C=CC=C1)F)F)N1CCN(CC1)C(=O)C1N(C1)C(C1=CC=CC=C1)(C1=CC=CC=C1)C1=CC=CC=C1